5-methyl-6-(2-(4-methyl-2-(trifluoromethyl)pyrimidin-5-yl)-2,8-diazaspiro[4.5]decan-8-yl)-1,5-dihydro-4H-pyrazolo[3,4-d]pyrimidin-4-one CN1C(=NC2=C(C1=O)C=NN2)N2CCC1(CCN(C1)C=1C(=NC(=NC1)C(F)(F)F)C)CC2